tert-butyl (3R)-3-[[4-[[2-(ethoxymethyl)-6-nitro-phenyl]methoxy] phenoxy]methyl]pyrrolidine-1-carboxylate C(C)OCC1=C(C(=CC=C1)[N+](=O)[O-])COC1=CC=C(OC[C@H]2CN(CC2)C(=O)OC(C)(C)C)C=C1